CC(C=O)CCCCCCCC methyl-octylacetaldehyde